[Br-].C(#N)C1=C(C[N@@+]23[C@@H](C[C@@H]([C@H](C2)C=C)CC3)[C@@H](C3=CC=[N+](C2=CC=CC=C32)CC3=CC=C(C=C3)C(F)(F)F)O)C=CC=C1.[Br-] (1S,2S,4S,5R)-1-(2-cyanobenzyl)-2-((R)-hydroxy(1-(4-(trifluoromethyl)benzyl)quinolin-1-ium-4-yl)methyl)-5-vinylquinuclidin-1-ium bromide